N1C(=S)N=C(N)C=C1 thio-cytosine